2-(2,6-dioxopiperidin-3-yl)-5-((15-(4-(5-methyl-5H-pyrido[4,3-b]indol-7-yl)piperazin-1-yl)-3,6,9,12-tetraoxapentadecyl)oxy)isoindoline-1,3-dione O=C1NC(CCC1N1C(C2=CC=C(C=C2C1=O)OCCOCCOCCOCCOCCCN1CCN(CC1)C=1C=CC=2C3=C(N(C2C1)C)C=CN=C3)=O)=O